ORNITHINE PHENYLACETATE C1(=CC=CC=C1)CC(=O)O.N[C@@H](CCCN)C(=O)O